C(C)C1=C(C=CC=C1)C(CC#N)=O 3-(2-ethylphenyl)-3-oxopropionitrile